Bis(2,5-dihydroxy-3-carboxyphenylmethyl) sulfone OC1=C(C=C(C=C1C(=O)O)O)CS(=O)(=O)CC1=C(C(=CC(=C1)O)C(=O)O)O